CC1=C(C(=CC=C1)C)[N+]1=CC=C(C=C1)C1=CC=[N+](C=C1)C1=C(C=CC=C1C)C 1,1'-bis(2,6-dimethylphenyl)-4,4'-bipyridinium